α,α'-bis-(4-maleimidophenyl)-para-diisopropylbenzene C1(C=CC(N1C1=CC=C(C=C1)C(C)(C)C1=CC=C(C=C1)C(C)(C)C1=CC=C(C=C1)N1C(C=CC1=O)=O)=O)=O